O=C1CCC[C@@H](N1)C(=O)OCC ethyl (2R)-6-oxopiperidine-2-carboxylate